3-[2-[[2-(tert-butylcarbamoyl)-4-pyridinyl]amino]-2-oxo-ethyl]-4-hydroxy-benzoic acid methyl ester COC(C1=CC(=C(C=C1)O)CC(=O)NC1=CC(=NC=C1)C(NC(C)(C)C)=O)=O